The molecule is an organic cation obtained by protonation of the anilino function of tricaine. It is an ammonium ion derivative and an organic cation. It is a conjugate acid of a tricaine. CCOC(=O)C1=CC(=CC=C1)[NH3+]